(1-oxo-5-(pyridazin-3-yl)isoindolin-2-yl)piperidine-2,6-dione O=C1N(CC2=CC(=CC=C12)C=1N=NC=CC1)N1C(CCCC1=O)=O